C(C)(C)(C)N1CSC=C1 N-t-butyl-thiazole